(2-(4-methylpiperazin-1-yl)ethyl)benzamide CN1CCN(CC1)CCC1=C(C(=O)N)C=CC=C1